5-[[[1-(2-bromophenyl)cyclohexyl]amino]methyl]-2-pyrrolidone BrC1=C(C=CC=C1)C1(CCCCC1)NCC1CCC(N1)=O